sodium glycinate sulfur [S+2].NCC(=O)[O-].[Na+].NCC(=O)[O-].NCC(=O)[O-]